2,2-bis(trifluoromethyl)-4-chloro-5-fluoro-1,3-dioxolane FC(C1(OC(C(O1)Cl)F)C(F)(F)F)(F)F